2-(1-(Cyclopropylmethyl)-1H-pyrrolo[2,3-b]pyridin-2-yl)-4-methoxy-3-methylpyrazolo[1,5-a]pyrazine-6-carboxylic acid Sodium hydroxide [OH-].[Na+].C1(CC1)CN1C(=CC=2C1=NC=CC2)C2=NN1C(C(=NC(=C1)C(=O)O)OC)=C2C